FC=1C=CC=C2C(N(C=NC12)C1CCN(CC1)C)=O 8-fluoro-3-(1-methylpiperidin-4-yl)quinazolin-4(3H)-one